C(=C)C1(CCCC1)OC(=O)CC[Si](OC)(OC)OC 2-((1-vinylcyclopentyl)oxycarbonyl)ethyltrimethoxysilane